potassium bis(trimethylsilyl)-amide C[Si](C)(C)[N-][Si](C)(C)C.[K+]